1-Hydroxyethylenediphosphonic Acid OC(CP(O)(O)=O)P(O)(O)=O